N-(1-(3-((2-(5-Chloro-1-methyl-1H-pyrazol-4-yl)pyrimidin-4-yl)amino)-5-isopropylisoquinolin-8-yl)azetidin-3-yl)-N-methyl-methanesulfonamide ClC1=C(C=NN1C)C1=NC=CC(=N1)NC=1N=CC2=C(C=CC(=C2C1)C(C)C)N1CC(C1)N(S(=O)(=O)C)C